N-(2-chloro-6-methylphenyl)-2-((6-(4-(((5-(2,4-dioxotetrahydropyrimidin-1(2H)-yl)pyridin-2-yl)methyl)(methyl)amino)piperidin-1-yl)-2-methylpyrimidin-4-yl)amino)thiazole-5-carboxamide ClC1=C(C(=CC=C1)C)NC(=O)C1=CN=C(S1)NC1=NC(=NC(=C1)N1CCC(CC1)N(C)CC1=NC=C(C=C1)N1C(NC(CC1)=O)=O)C